ClC1=CC(=CC2=C1NC(=N2)C(F)(F)F)F 7-chloro-5-fluoro-2-(trifluoromethyl)-1H-benzimidazole